2-(1-Cyclopropyl-2-hydroxy-2-methylpropyl)-3-methyl-7-(4-(5-methyl-1,3,4-oxadiazol-2-yl)phenyl)isoindolin-1-one C1(CC1)C(C(C)(C)O)N1C(C2=C(C=CC=C2C1C)C1=CC=C(C=C1)C=1OC(=NN1)C)=O